2,6-Bis[1-(2-chloro-6-methyl-phenylimino)ethyl]pyridine iron(II) dichloride [Fe](Cl)Cl.ClC1=C(C(=CC=C1)C)N=C(C)C1=NC(=CC=C1)C(C)=NC1=C(C=CC=C1C)Cl